(S)-1-(2-((2-((3-chloro-2-fluorophenylmethyl)amino)-1-cyclopropyl-2-oxoethyl)amino)-2-oxoethyl)-1H-indazole-3-carboxamide ClC=1C(=C(C=CC1)CNC([C@H](C1CC1)NC(CN1N=C(C2=CC=CC=C12)C(=O)N)=O)=O)F